C(C1=CC=CC=C1)OC(NC1C(CCCC1)C=O)=O (2-FORMYL-CYCLOHEXYL)-CARBAMIC ACID BENZYL ESTER